C1(CC1)C1=C(C(=NO1)C1=C(C=NC=C1Cl)Cl)COC12CCC(CC1)(CC2)COC=2C=C1C(=CC=NC1=CC2)OC2COC2 6-((4-((5-Cyclopropyl-3-(3,5-dichloropyridin-4-yl)isoxazol-4-yl)methoxy)bicyclo[2.2.2]octan-1-yl)methoxy)-4-(oxetan-3-yloxy)chinolin